3-bromo-4-(2,6-difluoro-4-nitrophenoxy)-1-(4-methylbenzene-1-sulfonyl)-1H-pyrrolo[2,3-b]pyridine BrC1=CN(C2=NC=CC(=C21)OC2=C(C=C(C=C2F)[N+](=O)[O-])F)S(=O)(=O)C2=CC=C(C=C2)C